2-(bromomethyl)-1,3-dimethoxybenzene BrCC1=C(C=CC=C1OC)OC